(4S)-4-[[6-[2-hydroxy-6-methyl-4-(trifluoromethyl)phenyl]-3-methyl-pyrazolo[3,4-b]pyridin-2-yl]methyl]pyrrolidin-2-one OC1=C(C(=CC(=C1)C(F)(F)F)C)C=1C=CC=2C(N1)=NN(C2C)C[C@H]2CC(NC2)=O